ClC1=CC=C(COC(=O)NC2=CC=C(COC3CN(C3)C(=O)OC(C)(C)C)C=C2)C=C1 tert-butyl 3-((4-((((4-chlorobenzyl)oxy)carbonyl)amino)benzyl)oxy)azetidine-1-carboxylate